2-(6-(((3R,5R)-5-fluoro-1-methylpiperidin-3-yl)thio)-4-methylpyridazin-3-yl)-5-(trifluoromethyl)phenol F[C@@H]1C[C@H](CN(C1)C)SC1=CC(=C(N=N1)C1=C(C=C(C=C1)C(F)(F)F)O)C